octylaminopropylmethyldimethoxysilane C(CCCCCCC)NCCC[Si](OC)(OC)C